[W](=S)=S tungsten(IV) sulfide